CN1CCC(CC1)N1C=CC=2C1=NC=CC2C2=C(C=1CCCC1C=C2)N 5-(1-(1-methylpiperidin-4-yl)-1H-pyrrolo[2,3-B]pyridin-4-yl)-2,3-dihydro-1H-inden-4-amine